(2S,4R)-1-[(2S)-3,3-dimethyl-2-[4-[3-(4-pyridylmethylamino)phenyl]triazol-1-yl]butanoyl]-4-hydroxy-N-methyl-pyrrolidine-2-carboxamide CC([C@@H](C(=O)N1[C@@H](C[C@H](C1)O)C(=O)NC)N1N=NC(=C1)C1=CC(=CC=C1)NCC1=CC=NC=C1)(C)C